N-(3-(2-(3-oxa-8-azabicyclo[3.2.1]oct-8-yl)-5-(2-(methylthio)pyrimidin-4-yl)thiazol-4-yl)-2-fluorophenyl)-2-oxooxazolidine-3-sulfonamide C12COCC(CC1)N2C=2SC(=C(N2)C=2C(=C(C=CC2)NS(=O)(=O)N2C(OCC2)=O)F)C2=NC(=NC=C2)SC